N[C@H](C(=O)O)CC1CCC(CC1)O (S)-2-amino-3-((1s,4R)-4-hydroxycyclohexyl)propanoic acid